bromo-2'-chloro-biphenyl-4-ol BrC1=C(C=CC(=C1)O)C1=C(C=CC=C1)Cl